((S)-1-methylpyrrolidin-2-yl)methan CN1[C@H](CCC1)C